3-(N,N-bis(4-methoxybenzyl)sulfamoyl)-1-(1-((4-(2-(2-(tert-butoxy)-2-oxoethyl)-5-fluoro-3-isopropylphenyl)pyridin-2-yl)oxy)-2-methylpropan-2-yl)-4-fluoro-1H-pyrazole-5-carboxylic acid COC1=CC=C(CN(S(=O)(=O)C2=NN(C(=C2F)C(=O)O)C(COC2=NC=CC(=C2)C2=C(C(=CC(=C2)F)C(C)C)CC(=O)OC(C)(C)C)(C)C)CC2=CC=C(C=C2)OC)C=C1